N-(3,5-dimethylisoxazol-4-yl)-3-(2-(((3S,6S)-6-methylpiperidin-3-yl)amino)-5-(trifluoromethyl)pyrimidin-4-yl)-1H-pyrrolo[2,3-b]pyridine-6-carboxamide CC1=NOC(=C1NC(=O)C1=CC=C2C(=N1)NC=C2C2=NC(=NC=C2C(F)(F)F)N[C@@H]2CN[C@H](CC2)C)C